FC(C1=CC=C(C=C1)C=1N=C(N2C1C=CC=C2)C2=NOC(C2)=O)(F)F 3-(1-(4-(trifluoromethyl)phenyl)imidazo[1,5-a]pyridin-3-yl)isoxazol-5(4H)-one